FC(C1=CC=C(C=C1)C#CC1=CC=C(C(=O)O)C=C1)(F)F 4-((4-(Trifluoromethyl)phenyl)ethynyl)benzoic acid